2,4-diethyl-cyclohexene C(C)C1=CCCC(C1)CC